NC=1N=NC(=CC1N1CC2CCC(C1)N2C=2C=CC(=NC2)OC2CCN(CC2)C2CC1(CC(C1)C(=O)O)C2)C2=C(C=CC=C2)O 6-(4-((5-(3-(3-amino-6-(2-hydroxyphenyl)pyridazin-4-yl)-3,8-diazabicyclo[3.2.1]octan-8-yl)pyridin-2-yl)oxy)piperidin-1-yl)spiro[3.3]heptane-2-carboxylic acid